2-isopropyl-1-phenyl-1H-benzo[g]indazole-3,4,5(2H)-trione C(C)(C)N1N(C=2C3=C(C(C(C2C1=O)=O)=O)C=CC=C3)C3=CC=CC=C3